O1CCC(=CC1)C=1C=CC(=C2C=NN(C12)C)NC1=NC=C(C(=N1)NC)C(F)(F)F N2-(7-(3,6-dihydro-2H-pyran-4-yl)-1-methyl-1H-indazol-4-yl)-N4-methyl-5-(trifluoromethyl)pyrimidine-2,4-diamine